C[Hg].ClC1=C(C(=C(C(=C1O)Cl)Cl)Cl)Cl pentachlorophenol methylmercury salt